4-(difluoro-methyl)cyclohexanone FC(C1CCC(CC1)=O)F